3,7-diallyl-naphthalene-1,4-dicarboxylic acid C(C=C)C=1C=C(C2=CC(=CC=C2C1C(=O)O)CC=C)C(=O)O